tert-Butyl (3-((4-bromo-2-fluoro-3-formylbenzyl)thio)phenyl)carbamate BrC1=C(C(=C(CSC=2C=C(C=CC2)NC(OC(C)(C)C)=O)C=C1)F)C=O